2-((6-bromopyridin-2-yl)methoxy)-1-(1-methyl-1H-tetrazol-5-yl)-1H-benzo[d]imidazole BrC1=CC=CC(=N1)COC1=NC2=C(N1C1=NN=NN1C)C=CC=C2